3-(5-(5-ethoxypyridin-2-yl)-4-(pyridin-2-yl)-4H-1,2,4-triazol-3-yl)bicyclo[1.1.1]Pentane-1-amine dihydrochloride Cl.Cl.C(C)OC=1C=CC(=NC1)C=1N(C(=NN1)C12CC(C1)(C2)N)C2=NC=CC=C2